iodopropyl-diethoxysilane ICCC[SiH](OCC)OCC